tert-butyl 5-bromo-6-methoxy-3,3-dimethyl-2,3-dihydro-1H-pyrrolo[3,2-b]pyridine-1-carboxylate BrC1=C(C=C2C(=N1)C(CN2C(=O)OC(C)(C)C)(C)C)OC